C(=O)C1=CC2=C(C=N1)C=CO2 6-FORMYLFURO[3,2-C]PYRIDINE